FC1=C(C(=CC(=C1)F)F)C(C)=O 1-(2,4,6-Trifluoro-phenyl)ethan-1-one